ethyltrimellitic acid C(C)C1=C(C(C(=O)O)=CC=C1C(=O)O)C(=O)O